3-(1,2-dimethyl-2-propen-1-yl)dihydro-2,5-furandione CC(C(=C)C)C1C(OC(C1)=O)=O